1,2-bis(isopropylimino)ethane Methyl-4-hydroxy-7-isopropyl-6-oxo-6,7-dihydro-thieno[2,3-b]pyridine-5-carboxylate COC(=O)C1=C(C2=C(N(C1=O)C(C)C)SC=C2)O.C(C)(C)N=CC=NC(C)C